COC1=C(C=CC=C1)[C@](C=1NC2=CC=CC=C2C1C1=CC=CC=C1)(C1=CC=CC=C1)C=1NC=CC1C (R)-2-((2-methoxyphenyl)(3-methyl-1H-pyrrol-2-yl)(phenyl)methyl)-3-phenyl-1H-indole